C(C)OC1=NC2=C(N1CC1=CC=C(C=C1)C1=C(C=CC(=C1)C1=NC=CC(=C1)C)C=1N=NNN1)C(=CC=C2)C(=O)O 2-ethoxy-1-((5'-(4-methylpyridin-2-yl)-2'-(2H-tetrazol-5-yl)-[1,1'-biphenyl]-4-yl)methyl)-1H-benzo[d]imidazole-7-carboxylic Acid